((2R,3S,4R,5S)-5-(4-aminopyrrolo[2,1-f][1,2,4]triazin-7-yl)-2-cyano-3,4-dihydroxytetrahydrofuran-2-yl)methyl butyrate C(CCC)(=O)OC[C@]1(O[C@H]([C@@H]([C@@H]1O)O)C1=CC=C2C(=NC=NN21)N)C#N